ethyl 5-(4-hydroxy-2-(trifluoromethyl)-7H-pyrrolo[3,4-h]quinolin-8(9H)-yl)-1,3,4-oxadiazole-2-carboxylate OC1=CC(=NC2=C3C(=CC=C12)CN(C3)C3=NN=C(O3)C(=O)OCC)C(F)(F)F